N-[3-(2,4-difluorophenoxy)-5-(1,5-dimethyl-6-oxopyridin-3-yl)phenyl]ethanesulfonamide FC1=C(OC=2C=C(C=C(C2)C2=CN(C(C(=C2)C)=O)C)NS(=O)(=O)CC)C=CC(=C1)F